4-(tert-butyl)-2-(3,5-di-tert-butyl-2-methoxyphenyl)pyridine 1-oxide C(C)(C)(C)C1=CC(=[N+](C=C1)[O-])C1=C(C(=CC(=C1)C(C)(C)C)C(C)(C)C)OC